C1=CC(=CC=C1C(=O)CCCC(=O)O)Cl 3-(p-chlorobenzoyl)-butyric acid